C(CCCCCCCCC)C1=CC=C(C=C1)NC(C[C@H]1CN(CC1)C(=O)OC(C)(C)C)=O tert-butyl (S)-3-(2-((4-decylphenyl)amino)-2-oxoethyl)pyrrolidine-1-carboxylate